2-(4-chloro-2-fluorophenyl)-6-methyl-3-(pyridin-4-yl)-6,7-dihydropyrazolo[1,5-a]pyrazin ClC1=CC(=C(C=C1)C1=NN2C(C=NC(C2)C)=C1C1=CC=NC=C1)F